NC([C@H](CCC(=O)OCCCC)N1C(C2=CC=C(C=C2C1)C(N[C@@H](C(F)(F)F)C1=NC=C(C=C1Cl)Cl)=O)=O)=O Butyl (S)-5-amino-4-(5-(((R)-1-(3,5-dichloropyridin-2-yl)-2,2,2-trifluoroethyl)carbamoyl)-1-oxoisoindolin-2-yl)-5-oxopentanoate